CN1N=CC2=C(C=CC=C12)C=1C=C(C=CC1)[C@@H]1CC(NC1)=O (S)-4-(3-(1-methyl-1H-indazol-4-yl)phenyl)pyrrolidin-2-one